5-bromo-2-iodo-4-methylpyrimidine BrC=1C(=NC(=NC1)I)C